C1=C(C=CC2=CC=CC=C12)C(C(F)(F)F)(C(F)(F)F)C1=CC2=CC=CC=C2C=C1 2,2-di(2-naphthyl)hexafluoropropane